2-fluoro-5-((6-fluoro-4-oxo-3,4-dihydro-phthalazin-1-yl)methyl)benzonitrile FC1=C(C#N)C=C(C=C1)CC1=NNC(C2=CC(=CC=C12)F)=O